S1C2=C(C=C1)C(=CC=C2)N2CCN(CC2)CCCCOC2=CC=C1C(CC(N(C1=C2)COCC)=O)(C)C 7-[4-(4-Benzo[b]thiophen-4-ylpiperazin-1-yl)butoxy]-1-ethoxymethyl-4,4-dimethyl-3,4-dihydro-1H-quinolin-2-one